NC1=CC(=C(OC2=C3C(=NC=C2)N(C=C3C#N)COCC[Si](C)(C)C)C(=C1)F)F 4-(4-amino-2,6-difluorophenoxy)-1-{[2-(trimethylsilyl)ethoxy]methyl}-1H-pyrrolo[2,3-b]pyridine-3-carbonitrile